4-phenylbenzene C1(=CC=CC=C1)C1=CC=CC=C1